magnesium (vinyl) bromide C(=C)Br.[Mg]